6-(2-methoxyethoxy)-4-(6-(4-(pyridin-3-ylmethyl)piperazin-1-yl)pyridin-3-yl)pyrazolo[1,5-a]pyridine-3-carbonitrile COCCOC=1C=C(C=2N(C1)N=CC2C#N)C=2C=NC(=CC2)N2CCN(CC2)CC=2C=NC=CC2